F[C@@]1(C[C@H](N(C1)C(CNC(CCCOC1=CC=CC=C1)=O)=O)C(=O)OCC1=CC=CC=C1)CO benzyl (2S,4R)-4-fluoro-4-(hydroxymethyl)-1-((4-phenoxybutanoyl)glycyl)-pyrrolidine-2-carboxylate